diethylcyclopentadienyl-manganese C(C)[Mn](C1C=CC=C1)CC